ClC=1C(=NC(=NC1)NC1=CC(=CC=C1)[N+](=O)[O-])NC=1C=NN(C1)C 5-chloro-N4-(1-methyl-1H-pyrazol-4-yl)-N2-(3-nitrophenyl)pyrimidine-2,4-diamine